C(#N)[C@H](C1=CC(=CC=C1)OC1=CC=CC=C1)OC(=O)[C@H]1C([C@H]1C=C(Br)Br)(C)C (S)-alpha-cyano-3-phenoxybenzyl-(1R,3R)-3-(2,2-dibromovinyl)-2,2-dimethylcyclopropanecarboxylate